C(C)(C)(C)OC(=O)C=1C=CC2=C(N(C(=N2)CC2=C(C=C(C(=C2)F)C2=NC(=CC=C2)OCC2=C(C=C(C=C2)C=2CCN(CC2)C(C)=O)F)F)CCOC)C1 2-(4-(6-((4-(1-acetyl-1,2,3,6-tetrahydropyridin-4-yl)-2-fluorobenzyl)oxy)pyridin-2-yl)-2,5-difluorobenzyl)-1-(2-methoxyethyl)-1H-benzo[d]Imidazole-6-carboxylic acid tert-butyl ester